((2-(((S)-3,3-dimethyl-1-oxo-1-((S)-2-(((S)-1,2,3,4-tetrahydronaphthalen-1-yl)carbamoyl)pyrrolidin-1-yl)butan-2-yl)carbamoyl)-1H-indol-5-yl)difluoromethyl)phosphonic acid CC([C@@H](C(N1[C@@H](CCC1)C(N[C@H]1CCCC2=CC=CC=C12)=O)=O)NC(=O)C=1NC2=CC=C(C=C2C1)C(F)(F)P(O)(O)=O)(C)C